2-[2'-hydroxy-3'-(α,α-dimethylbenzyl)-5'-(1,1,3,3-tetramethylbutyl)phenyl]benzotriazolen OC1=C(C=C(C=C1C(C1=CC=CC=C1)(C)C)C(CC(C)(C)C)(C)C)N1NC2=C(N1)C=CC=C2